C(C)(C)(C)OC(NCC#CCN(CCC)C(=O)C1=CC2=C(N=C(C1)N)C=CS2)=O.FC(N2CCC1=CC(=CC=C21)NC(CCC)=O)(F)F N-[1-(trifluoromethyl)-2,3-dihydro-1H-indol-5-yl]butanamide tert-butyl-N-[4-[(5-amino-6H-thieno[3,2-b]azepine-7-carbonyl)-propyl-amino]but-2-ynyl]carbamate